tert-butyl ((2-(3-(cyclobutyl(methoxy)(4-methyl-4H-1,2,4-triazol-3-yl)methyl)phenyl)-3-oxo-7-(trifluoromethyl) isoindolin-5-yl)methyl)(1-methylcyclobutyl)carbamate C1(CCC1)C(C=1C=C(C=CC1)N1CC2=C(C=C(C=C2C1=O)CN(C(OC(C)(C)C)=O)C1(CCC1)C)C(F)(F)F)(C1=NN=CN1C)OC